Biphenyl-4-yl-(9,9-dimethyl-9H-fluoren-1-yl)-[4-(4-phenylquinazolin-2-yl)phenyl]amine C1(=CC=C(C=C1)N(C1=CC=C(C=C1)C1=NC2=CC=CC=C2C(=N1)C1=CC=CC=C1)C1=CC=CC=2C3=CC=CC=C3C(C12)(C)C)C1=CC=CC=C1